6-(4-ethylpiperazin-1-yl)-5-((3-methylphenyl)sulfanyl)nicotinic acid C(C)N1CCN(CC1)C1=NC=C(C(=O)O)C=C1SC1=CC(=CC=C1)C